(E)-2-cyano-N-(2,5,8,11,14,17-hexaoxanonadec-19-yl)-3-(6-(piperidin-1-yl)naphthalen-2-yl)acrylamide C(#N)/C(/C(=O)NCCOCCOCCOCCOCCOCCOC)=C\C1=CC2=CC=C(C=C2C=C1)N1CCCCC1